(1S,3S,5S)-N-((4-carbamimidoylthiophen-2-yl)methyl)-5-methyl-2-((4-((5-(trifluoromethyl)pyridin-2-yl)oxy)benzoyl)glycyl)-2-azabicyclo[3.1.0]hexane-3-carboxamide C(N)(=N)C=1C=C(SC1)CNC(=O)[C@H]1N([C@H]2C[C@]2(C1)C)C(CNC(C1=CC=C(C=C1)OC1=NC=C(C=C1)C(F)(F)F)=O)=O